5-bromo-N-(3-fluoro-1H-indol-6-yl)-1H-1,3-benzodiazol-2-amine BrC1=CC2=C(NC(=N2)NC2=CC=C3C(=CNC3=C2)F)C=C1